2-[2-(3,4-dimethoxyphenyl)ethenyl]-4,6-bis(trichloromethyl)-1,3,5-triazine COC=1C=C(C=CC1OC)C=CC1=NC(=NC(=N1)C(Cl)(Cl)Cl)C(Cl)(Cl)Cl